hafnium isobutoxide tribromide [Br-].[Br-].[Br-].CC(C)C[O-].[Hf+4]